NC1=NC=CC(=C1Cl)SC=1C=CC=2C(=NC=C(N2)N2CCC3(CC2)[C@@H](C2=CC=C(C=C2C3)F)N[S@](=O)C(C)(C)C)N1 (R)-N-((S)-1'-(6-((2-amino-3-chloropyridin-4-yl)thio)pyrido[2,3-b]pyrazin-2-yl)-5-fluoro-1,3-dihydrospiro[inden-2,4'-piperidin]-1-yl)-2-methylpropan-2-sulfinamide